ONC(CC=1C(=NNC1C1=CC=CC=C1)C1C(CCCC1)C(=O)O)=O 2-[4-[2-(Hydroxyamino)-2-oxoethyl]-5-phenyl-1H-pyrazol-3-yl]cyclohexanecarboxylic acid